endo-8-[7-(8-chloro-2-methoxyquinolin-7-yl)-5H-pyrrolo[2,3-b]pyrazin-3-yl]-8-azabicyclo[3.2.1]octan-3-amine, hydrochloride salt Cl.ClC=1C(=CC=C2C=CC(=NC12)OC)C1=CNC2=NC(=CN=C21)N2C1CC(CC2CC1)N